C(CCCC)[O-].[Ta+5].C(CCCC)[O-].C(CCCC)[O-].C(CCCC)[O-].C(CCCC)[O-] tantalum pentanolate